COC=1C=C(CN(C=2SC=C(N2)CN2CC(N(CC2)C)=O)CC2=CC(=CC=C2)OC)C=CC1 4-((2-(bis(3-methoxybenzyl)amino)thiazol-4-yl)methyl)-1-methylpiperazin-2-one